CCCCC/C=C\C/C=C\C/C=C\CCCCC(=O)O[C@H](COC(=O)CCCCC/C=C\C/C=C\C/C=C\C/C=C\CCCCC)COP(=O)(O)OC[C@@H](C(=O)O)N 1-(7Z,10Z,13Z,16Z-docosatetraenoyl)-2-(6Z,9Z,12Z-octadecatrienoyl)-glycero-3-phosphoserine